4-[2-[1-[5-isopropyl-1-[4-(trifluoromethoxy)phenyl]pyrazol-3-yl]azetidin-3-yl]oxyethyl]morpholine C(C)(C)C1=CC(=NN1C1=CC=C(C=C1)OC(F)(F)F)N1CC(C1)OCCN1CCOCC1